C(C=C)(=O)N1C[C@@H](O[C@H](C1)[C@@H](C)O)C1=CC(=NC(=C1)Cl)C1=CC(=NC=N1)C(=O)NC 6-(4-((2s,6R)-4-acryloyl-6-((R)-1-hydroxyethyl)morpholin-2-yl)-6-chloropyridin-2-yl)-N-methylpyrimidine-4-carboxamide